C(#N)[C@H]1N([C@H]2C[C@H]2C1)C(CNC(=O)C1=CC=NC2=CC(=CC=C12)C(C)O)=O N-(2-((1S,3S,5S)-3-Cyano-2-azabicyclo[3.1.0]hexan-2-yl)-2-oxoethyl)-7-(1-hydroxyethyl)quinoline-4-carboxamide